benzothiadiazine 1,1-dioxide S1(NN=CC2=C1C=CC=C2)(=O)=O